S1C=NC2=C1C=C(C=C2)NC2=NC=NC1=CC(=CC(=C21)O[C@@H]2C[C@H](N(CC2)C(=O)OC(C)(C)C)C(=O)OC)C=2C=NN(C2)C 1-(tert-butyl) 2-methyl (2S,4S)-4-((4-(benzo[d]thiazol-6-ylamino)-7-(1-methyl-1H-pyrazol-4-yl)quinazolin-5-yl)oxy)piperidine-1,2-dicarboxylate